(N-ethyl-perfluorooctyl-sulfonamide) methyl-acrylate COC(C=C)=O.C(C)NS(=O)(=O)C(C(C(C(C(C(C(C(F)(F)F)(F)F)(F)F)(F)F)(F)F)(F)F)(F)F)(F)F